6-Amino-5-fluoro-3-methylquinazolin-4(3H)-one NC=1C(=C2C(N(C=NC2=CC1)C)=O)F